(S,E)-N-[2-(Benzo[d]isoxazol-3-yl)-6-bromobenzylidene]-2-methylpropane-2-sulfinamide O1N=C(C2=C1C=CC=C2)C2=C(\C=N\[S@@](=O)C(C)(C)C)C(=CC=C2)Br